[(2S,4S)-4-Amino-1-(3-methyl-6-{[2-(5-methyl-1H-pyrazol-1-yl)-[1,3]thiazolo[5,4-c]pyridin-6-yl]amino}pyridin-2-yl)pyrrolidin-2-yl]methanol N[C@H]1C[C@H](N(C1)C1=NC(=CC=C1C)NC1=CC2=C(C=N1)SC(=N2)N2N=CC=C2C)CO